(2-ethylhexyl)-3-oxaglutaramide C(C)C(CC(C(=O)N)OCC(=O)N)CCCC